(-)-3-hydroxybutyrate OC(CC(=O)[O-])C